C(CC1=NNC=N1)C1=NNC=N1 3,3'-ethylenebis(1H-1,2,4-triazole)